dipropylene glycol triphosphite P(O)(O)O.P(O)(O)O.P(O)(O)O.CC(COC(C)CO)O